2-[6-[(3aR,7aS)-6-ethyl-3,3a,4,5,7,7a-hexahydro-2H-pyrrolo[2,3-c]pyridin-1-yl]pyridazin-3-yl]-3-(trifluoromethyl)phenol C(C)N1C[C@@H]2[C@H](CC1)CCN2C2=CC=C(N=N2)C2=C(C=CC=C2C(F)(F)F)O